(3-Aminoazetidin-1-yl)[(1S,2S)-2-fluorocyclopropyl]methanone, trifluoroacetate salt FC(C(=O)O)(F)F.NC1CN(C1)C(=O)[C@H]1[C@H](C1)F